FC(C(=O)O)(F)F.FC(C)(F)C1=NC(=CC(=N1)N1C=CC=2C=NC(=CC21)CC(=O)N)OC=2C=NC=NC2 (1-(2-(1,1-difluoroethyl)-6-(pyrimidin-5-yloxy)pyrimidin-4-yl)-1H-pyrrolo[3,2-c]pyridin-6-yl)acetamide trifluoroacetate